C[C@]12CC[C@@H](C[C@@H]1CC[C@@H]3[C@@H]2CC[C@]4([C@H]3CC[C@@H]4O[C@H]5[C@@H]([C@H]([C@@H]([C@H](O5)C(=O)[O-])O)O)O)C)O The molecule is a steroid glucuronide anion that is the conjugate base of 5alpha-androstane-3beta,17beta-diol 17-O-(beta-D-glucuronide) arising from deprotonation of the carboxylic acid function; major species at pH 7.3. It is a steroid glucosiduronic acid anion, a beta-D-glucosiduronate and a monocarboxylic acid anion. It is a conjugate base of a 5alpha-androstane-3beta,17beta-diol 17-O-(beta-D-glucuronide).